FC1=C(CN2[C@@H](C[C@@](CC2)(C(=O)O)CC2=NC(=CC=C2F)NC2=NNC(=C2)C)C)C=CC=C1C (2R,4R)-1-(2-fluoro-3-methylbenzyl)-4-((3-fluoro-6-((5-methyl-1H-pyrazol-3-yl)amino)-pyridin-2-yl)methyl)-2-methylpiperidine-4-carboxylic acid